FC(C1=CC=CC(=N1)OCC1CCN(CC1)C(=O)OC(C)(C)C)(F)F tert-butyl 4-({[6-(trifluoromethyl)pyridin-2-yl]oxy}methyl)piperidine-1-carboxylate